[N+](=O)([O-])C1=CC=CC2=C1SC=C2CC#N 2-(7-nitrobenzo[b]thiophen-3-yl)acetonitrile